tert-butyl (5-(difluoromethyl)-6-(1H-1,2,3-triazol-1-yl) pyridin-3-yl)carbamate FC(C=1C=C(C=NC1N1N=NC=C1)NC(OC(C)(C)C)=O)F